3-(9-((4-(aminomethyl)-2-methylphenyl)carbamoyl)-4,5-dihydrobenzo[b]thieno[2,3-d]oxepin-8-yl)-6-((3-chloro-2-fluorophenyl)carbamoyl)picolinic acid NCC1=CC(=C(C=C1)NC(=O)C1=CC2=C(OCCC3=C2SC=C3)C=C1C=1C(=NC(=CC1)C(NC1=C(C(=CC=C1)Cl)F)=O)C(=O)O)C